S(=O)(=O)(O)C(C(=O)O)CC(=O)O sulfoButanedioic acid